N-(2-(5,5-difluorotetrahydro-2H-pyran-2-yl)-4-(2-fluorophenyl)pyridin-3-yl)-2-isopropylpyrimidine-5-carboxamide FC1(CCC(OC1)C1=NC=CC(=C1NC(=O)C=1C=NC(=NC1)C(C)C)C1=C(C=CC=C1)F)F